4-(5-methyl-2-pyrimidinyl)morpholine CC=1C=NC(=NC1)N1CCOCC1